tert-butyl N-[(E)-3-(4,4,5,5-tetramethyl-1,3,2-dioxaborolan-2-yl)allyl]carbamate CC1(OB(OC1(C)C)/C=C/CNC(OC(C)(C)C)=O)C